C(=O)(O)CCC1=C(NC=C1C)C=C1C(NC2=CC=CC=C12)=O 3-[(3-(2-Carboxyethyl)-4-methylpyrrol-2-YL)methylene]-2-indolinone